tert-butyl ((1R,5S,6s)-3-(chlorosulfonyl)-3-azabicyclo[3.1.1]heptan-6-yl)carbamate ClS(=O)(=O)N1C[C@@H]2C([C@H](C1)C2)NC(OC(C)(C)C)=O